C(C)(C)OC(C(CCC)O)=S 2-Hydroxy-4-Methyl-ThioButanoic isopropyl ester